cis-isoindoline sulfate S(=O)(=O)(O)O.C1NCC2=CC=CC=C12